ClC1=C2C(=CC=C(C2=CC=C1)N1C(C=CC1=O)=O)C 1-(5-chloro-4-methylnaphthalen-1-yl)-1H-pyrrole-2,5-dione